CC1(CC1)NCC1=C2C(=NC(=C1)C(=O)O)CCO2 7-(((1-methylcyclopropyl)amino)methyl)-2,3-dihydrofuro[3,2-b]pyridine-5-carboxylic acid